5-bromo-1-(2-hydroxyethyl)-4-methyl-1H-pyrrole-3-carboxylic acid ethyl ester C(C)OC(=O)C1=CN(C(=C1C)Br)CCO